C(=O)(O)C1(CCC1)NC1=CC(=C(C(=O)N)C=C1)F 4-(1-carboxy-cyclobutylamino)-2-fluoro-benzamide